1,4,6,7-tetrahydro-5H-imidazo[4,5-c]pyridine-5-carboxylate N1C=NC=2CN(CCC21)C(=O)[O-]